O[C@@H]1CN(C[C@H]1C)C1=CC=CC(=N1)C1=NC2=CC(=NC=C2C=C1)CNC(C1=CN=CC(=C1)S(=O)(=O)C)=O N-((2-(6-((trans)-3-hydroxy-4-methylpyrrolidin-1-yl)pyridin-2-yl)-1,6-naphthyridin-7-yl)methyl)-5-(methylsulfonyl)nicotinamide